NC=1N(N=C2CN(CCC21)S(=O)(=O)C=2C=NC=CC2)C(=O)C2CCNC1=CC=C(C=C21)F (3-amino-6-(pyridin-3-ylsulfonyl)-4,5,6,7-tetrahydro-pyrazolo[3,4-c]pyridin-2-yl)(6-fluoro-1,2,3,4-tetrahydro-quinolin-4-yl)methanone